OC1=CC=C2NC=C(C[C@H](N)C(=O)O)C2=C1.[Zr] zirconium 5-hydroxytryptophan